4-amino-1-[(2R,3S,4R,5R)-4-[(tert-butyldimethylsilyl)oxy]-5-{[(tert-butyldimethylsilyl)oxy]methyl}-5-(fluoromethyl)-3-fluorooxolan-2-yl]-5-fluoropyrimidin-2-one silicon carbon aluminum [Al].[C].[Si].NC1=NC(N(C=C1F)[C@@H]1O[C@]([C@H]([C@@H]1F)O[Si](C)(C)C(C)(C)C)(CF)CO[Si](C)(C)C(C)(C)C)=O